(1r,2r)-2-(3-chloro-4-methyl-6,7-dihydropyrido[2,3-c]pyridazin-8(5H)-yl)cyclohexane-1-ol ClC1=C(C2=C(N=N1)N(CCC2)[C@H]2[C@@H](CCCC2)O)C